C(C)(C)(C)OC(=O)N1C2C=C(C(C1)CC2)C=2C=NC=CC2 5-(3-pyridinyl)-2-azabicyclo[2.2.2]Oct-5-ene-2-carboxylic acid tert-butyl ester